COC(=O)C=1C=2CCCN(C2C=CC1)C(NC1=CC2=C(NC(N2)=O)C=C1)=O 1-((2-Oxo-2,3-dihydro-1H-benzo[d]imidazol-5-yl)carbamoyl)-1,2,3,4-tetrahydroquinoline-5-carboxylic acid methyl ester